1-[4-(difluoromethoxy)phenyl]sulfonyl-N-[(5-methylpyrazin-2-yl)methyl]pyrazole-3-carboxamide FC(OC1=CC=C(C=C1)S(=O)(=O)N1N=C(C=C1)C(=O)NCC1=NC=C(N=C1)C)F